C(C)(C)(C)S(=O)N1C(CC=CC1)C1=CC=C(C=C1)C(F)(F)F (tert-Butylsulfinyl)-2-(4-(trifluoromethyl)phenyl)-1,2,3,6-tetrahydropyridine